C(C)(C)(C)OC(=O)N1CCC=C(C1)C1=CC(=C2C=C(NC2=C1F)C(=O)O)B1OC(C(O1)(C)C)(C)C 6-(1-tert-butoxycarbonyl-3,6-dihydro-2H-pyridin-5-yl)-7-fluoro-4-(4,4,5,5-tetramethyl-1,3,2-dioxaborolan-2-yl)-1H-indole-2-carboxylic acid